C1(CC1)N1C=C(C(C2=CC(=C(C(=C12)OC)N)F)=O)C(=O)O 1-cyclopropyl-6-fluoro-7-amino-8-methoxy-4-oxo-1,4-dihydroquinoline-3-carboxylic acid